C(C)(=O)C1=NN(C2=C(C=C(C=C12)C=1C=NC(=NC1)C)C)CC(=O)N1[C@@H]2C[C@@]2(C[C@H]1C(=O)NC(CC=1SC=CC1)C)C (1R,3S,5R)-2-(2-(3-acetyl-7-methyl-5-(2-methylpyrimidin-5-yl)-1H-indazol-1-yl)acetyl)-5-methyl-N-(1-(thiophen-2-yl)propan-2-yl)-2-azabicyclo[3.1.0]hexane-3-carboxamide